dichloromethylphenethylsilane ClC(Cl)[SiH2]CCC1=CC=CC=C1